C1(CCCCC1)CN1CCCN(CC(CN(CCC1)S(=O)(=O)C1=CC=C(C=C1)N(C)C)=NO)S(=O)(=O)N1CCC(CC1)C1=CC=CC=C1 9-(cyclohexylmethyl)-1-((4-(dimethylamino)phenyl)sulfonyl)-5-((4-phenylpiperidin-1-yl)sulfonyl)-1,5,9-triazacyclododecan-3-one oxime